(3-carbamoylbicyclo[2.2.2]oct-5-en-2-yl)carbamic acid benzyl ester C(C1=CC=CC=C1)OC(NC1C2C=CC(C1C(N)=O)CC2)=O